3,4-difluoro-2-(2-fluoro-4-iodoanilino)-5-[(methoxyamino)methyl]benzoic acid methyl ester COC(C1=C(C(=C(C(=C1)CNOC)F)F)NC1=C(C=C(C=C1)I)F)=O